racemic-(1R,2R,4R)-1,7,7-trimethylbicyclo[2.2.1]heptan-2-ol 2-propionate C(CC)(=O)O[C@H]1[C@@]2(CC[C@H](C1)C2(C)C)C |r|